(2R,6R)-4-[(1R)-1-(3-fluoro-4-methylpyridin-2-yl)-3-methoxypropyl]-6-methyl-1-(2-methylpropanoyl)-N-({4-[6-(trifluoromethoxy)pyridin-2-yl]phenyl}methyl)piperazine-2-carboxamide FC=1C(=NC=CC1C)[C@@H](CCOC)N1C[C@@H](N([C@@H](C1)C)C(C(C)C)=O)C(=O)NCC1=CC=C(C=C1)C1=NC(=CC=C1)OC(F)(F)F